NC1(CCN(CC1)C(=O)OC(C)(C)C)C1=CC=C(C=C1)Cl tert-butyl 4-amino-4-(4-chlorophenyl)piperidine-1-carboxylate